N-(3-methanesulfonylphenyl)-5H,6H,7H,8H-pyrido[3,4-d]pyrimidin-2-amine CS(=O)(=O)C=1C=C(C=CC1)NC=1N=CC2=C(N1)CNCC2